((1-(tert-Butoxycarbonyl)piperidin-4-yl)oxy)picolinic acid methyl ester COC(C1=NC=CC=C1OC1CCN(CC1)C(=O)OC(C)(C)C)=O